bis(iso-propylamino)methylallylsilane C(C)(C)NC(NC(C)C)C=CC[SiH3]